(R)-8-(1-((3,5-difluorophenyl)amino)ethyl)-N,N-dimethyl-2-morpholino-4-oxo-4H-chromene-6-carboxamide FC=1C=C(C=C(C1)F)N[C@H](C)C=1C=C(C=C2C(C=C(OC12)N1CCOCC1)=O)C(=O)N(C)C